C(C(=C)C)(=O)OC=CCCCCCCCOC(C(=C)C)=O 1,9-nonaendiol dimethacrylate